NC1=CC(=C(C#N)C=C1I)F 4-amino-2-fluoro-5-iodobenzonitrile